ClCC(=O)NC1=C(C=CC(=C1)C)COCC(Cl)Cl 2-chloro-N-(2-((2,2-dichloroethoxy)methyl)-5-methylphenyl)acetamide